3-((3-(N,N-di-Boc-amino)propyl)oxy)nitrobenzene C(=O)(OC(C)(C)C)N(C(=O)OC(C)(C)C)CCCOC=1C=C(C=CC1)[N+](=O)[O-]